4-((4-butyl-2,6-difluorophenyl)ethynyl)-4'-chloro-2,3',5'-trifluoro-1,1'-biphenyl C(CCC)C1=CC(=C(C(=C1)F)C#CC1=CC(=C(C=C1)C1=CC(=C(C(=C1)F)Cl)F)F)F